C(CCCCCCCCCCCCCCCCCCCCCC)N=C=O n-tricosyl isocyanate